ClC1=C(C=CC=C1)[C@H]1[C@](O1)(C1=C(C=C(C=C1)F)F)CN1N=CNC1=S 2-{[(2S,3S)-3-(2-chlorophenyl)-2-(2,4-difluorophenyl)oxiran-2-yl]Methyl}-2,4-dihydro-3H-1,2,4-triazole-3-thione